furan-2(3H)-one O1C(CC=C1)=O